BrC1=CC(=C(C=C1)CC(=O)NC1=C(C=C(C(=O)OC)C=C1)NCCOC)F Methyl 4-{[2-(4-bromo-2-fluoro-phenyl)acetyl]amino}-3-(2-methoxyethylamino)benzoate